C(C1=CC=CC=C1)OC1=C(C(=C2C=CC(=CC2=C1)C(=O)NCC1=CC=C(C=C1)C1=CC2=C(N(C(N2C)=O)C2C(NC(CC2)=O)=O)C=C1)F)N1S(NC(C1)=O)(=O)=O 7-benzyloxy-N-[[4-[1-(2,6-dioxo-3-piperidyl)-3-methyl-2-oxo-benzimidazol-5-yl]phenyl]methyl]-5-fluoro-6-(1,1,4-trioxo-1,2,5-thiadiazolidin-2-yl)naphthalene-2-carboxamide